6-chloro-3-iodo-1-(tetrahydro-2H-pyran-2-yl)-1H-pyrazolo[3,4-d]pyrimidin-4-ol ClC1=NC(=C2C(=N1)N(N=C2I)C2OCCCC2)O